FC(C1CC(C1)(O)C1=CC2=C(N=C(N=C2)C2=CC=3C(N=C2)=NN(C3)C)S1)F 3-(difluoromethyl)-1-(2-(2-methyl-2H-pyrazolo[3,4-b]pyridin-5-yl)thieno[2,3-d]pyrimidin-6-yl)cyclobutanol